1-(2,2-dimethyltetrahydro-2H-pyran-4-yl)-2-(imidazo[2,1-b][1,3,4]thiadiazol-6-ylmethyl)-1H-imidazo[4,5-c]quinoline CC1(OCCC(C1)N1C(=NC=2C=NC=3C=CC=CC3C21)CC=2N=C1SC=NN1C2)C